N1C=C(C=C1)S(=O)(=O)Cl pyrrole-3-sulfonyl chloride